FC(C=1C(=C(C=CC1)[C@@H](C)NC=1C2=C(N=C(N1)C)C=NC(=C2)N2C[C@@H](CCC2)O)F)F (3R)-1-[4-({(1R)-1-[3-(difluoromethyl)-2-fluorophenyl]ethyl}amino)-2-methylpyrido[3,4-d]pyrimidin-6-yl]piperidin-3-ol